N-(4-((2-amino-3-chloropyridin-4-yl)oxy)-3-fluorophenyl)-1-phenyl-1H-1,2,3-triazole-4-Carboxamide NC1=NC=CC(=C1Cl)OC1=C(C=C(C=C1)NC(=O)C=1N=NN(C1)C1=CC=CC=C1)F